C(C1=CC=CO1)NCCNCC1=CC=CO1 difurfuryl-1,2-ethylenediamine